(R)-N-(8,9-difluoro-6-oxo-1,2,3,4,5,6-hexahydrophenanthridin-1-yl)-4-(difluoromethyl)-6-fluoro-N-methyl-1H-indole-2-carboxamide FC=1C=C2C(NC=3CCC[C@H](C3C2=CC1F)N(C(=O)C=1NC2=CC(=CC(=C2C1)C(F)F)F)C)=O